CC1=CC=C2C(=N1)CN(C2=O)C=2C=NC(=CC2)N[C@@H]2C[C@H](CC2)NC2=NN1C(C=C(C=C1)C(F)(F)F)=N2 2-methyl-6-(6-(((1S,3S)-3-((7-(trifluoromethyl)-[1,2,4]triazolo[1,5-a]pyridin-2-yl)amino)cyclopentyl)amino)pyridin-3-yl)-6,7-dihydro-5H-pyrrolo[3,4-b]pyridin-5-one